[Li+].OCCC(=O)[O-] 3-hydroxypropionate lithium salt